C1(CCCCC1)COC1=CC(=C(C=C1)C(\C=C\C1=CC=C(C=C1)O)=O)O (E)-1-[4-(Cyclohexylmethoxy)-2-hydroxyphenyl]-3-(4-hydroxyphenyl)prop-2-en-1-one